(2-aminobenzyl)-2-(methylsulfonyl)aniline NC1=C(CNC2=C(C=CC=C2)S(=O)(=O)C)C=CC=C1